ClC=1C=CC=C2C=CC(=NC12)N(C1=CC=C(C=C1)OC(F)(F)F)CCCN1CCCCC1 8-Chloro-N-(3-(piperidin-1-yl)propyl)-N-(4-(trifluoromethoxy)phenyl)chinolin-2-amin